3-(2-bromo-5-iodophenyl)prop-2-enamide BrC1=C(C=C(C=C1)I)C=CC(=O)N